(S)-5-[[4-[2-[5-(R)-(1-hydroxyethyl)pyridin-2-yl]ethoxy]-phenyl]methyl]-1,3-thiazolidin-2,4-dion OC(C)C=1C=CC(=NC1)CCOC1=CC=C(C=C1)C[C@H]1C(NC(S1)=O)=O